O=C1C(=C(C1=O)NC1=C(C(=NC=C1)C(=O)N(C)CC)O)NC1C(CCC=2C=C(OC21)C)(C)C 4-((3,4-dioxo-2-((2,6,6-trimethyl-4,5,6,7-tetrahydrobenzofuran-7-yl)amino)cyclobut-1-en-1-yl)amino)-N-ethyl-3-hydroxy-N-methylpicolinamide